C=C(CCN1CCN(CC1)CCC(C=CC=C)=C)C=CC=C bis(3-methylenehept-4,6-dien-1-yl)piperazine